C(C)OC(=O)C1=NC2=CC3=C(C=C2C=C1N)COC3 3-amino-6,8-dihydrofuro[3,4-g]quinoline-2-carboxylic acid ethyl ester